9-tert-butyl-5-(4-chlorobenzyl)-3-(morpholin-4-yl)[1,2,4]triazolo[1',5':1,6]pyrimido[5,4-c]pyridazin-6(5h)-one C(C)(C)(C)C1=NN2C(N(C3=C(N=NC(=C3)N3CCOCC3)C2=N1)CC1=CC=C(C=C1)Cl)=O